dipropoxy phosphate P(=O)(OOCCC)(OOCCC)[O-]